ClC=1C=C(C=NC1N1N=CC=N1)NC(=O)C=1C=NN(C1C(F)(F)F)C1=C2C=CC(=NC2=CC=C1)[C@H]1OCCC1 (S)-N-(5-Chloro-6-(2H-1,2,3-triazol-2-yl)pyridin-3-yl)-1-(2-(tetrahydrofuran-2-yl)chinolin-5-yl)-5-(trifluoromethyl)-1H-pyrazol-4-carboxamid